4-(1,3-Benzothiazol-6-ylmethylamino)-N-methyl-3-(1-methylimidazol-4-yl)benzenesulfonamide S1C=NC2=C1C=C(C=C2)CNC2=C(C=C(C=C2)S(=O)(=O)NC)C=2N=CN(C2)C